FC(C1=CC=C(C=C1)CI)(F)F 1-trifluoromethyl-4-(iodomethyl)benzene